ClS(=O)(=O)C1=CC=C(C=C1)S(=O)(=O)N1C[C@@H](CCC1)C(=O)OCC Ethyl (R)-1-((4-(chlorosulfonyl)phenyl)sulfonyl)piperidine-3-carboxylate